3-(4-(((3-fluoro-4-(piperidin-1-ylmethyl)phenyl)(methyl)amino)methyl)-3-methyl-2-oxo-2,3-dihydro-1H-benzo[d]imidazol-1-yl)piperidine-2,6-dione FC=1C=C(C=CC1CN1CCCCC1)N(C)CC1=CC=CC=2N(C(N(C21)C)=O)C2C(NC(CC2)=O)=O